tert-butyl (3E)-3-[2-(dimethylamino)ethylidene]-4-methyl-2-oxopyrrolidine-1-carboxylate CN(C\C=C/1\C(N(CC1C)C(=O)OC(C)(C)C)=O)C